CC1=C(C(C=2C(=C3CC=4C(CC(CC4OC3=CC2)(C)C)=O)O1)=O)C1=CC=CC=C1 2,9,9-Trimethyl-3-phenyl-8,9,10,12-tetrahydro-4H,11H-pyrano[2,3-a]xanthene-4,11-dione